C(CC1=CC=CC=C1)N.OC=1C=C(C(=O)OC)C=C(C1)OC methyl 3-hydroxy-5-methoxybenzoate compound with phenethylamine